tert-Butyl N-[3-[6-fluoro-2-methyl-4-(4,4,5,5-tetramethyl-1,3,2-dioxaborolan-2-yl)indazol-3-yl]propyl]-N-methyl-carbamate FC=1C=C(C2=C(N(N=C2C1)C)CCCN(C(OC(C)(C)C)=O)C)B1OC(C(O1)(C)C)(C)C